C(OCCC)(OCCC)(OCCC)OCCC tetra-n-propyl orthocarbonate